CS(=O)(=O)CCN1N=C2C=C(C(=CC2=C1)NC(C1=CC(=CC=C1)[N+](=O)[O-])=O)N1CCOCC1 N-(2-(2-(methylsulfonyl)ethyl)-6-morpholino-2H-indazol-5-yl)-3-nitrobenzamide